N1C=CC2=C(C=CC=C12)[C@@H]1COCCCN1C=O |r| (+/-)-3-(1H-indol-4-yl)-1,4-oxazepane-4-carbaldehyde